C(C)N(C(C(=C)C)=N)C N-ethyl-N-methylmethacrylamidine